3,4-Difluoro-2-(2-fluoro-4-iodoanilino)-5-[[6-(methylsulfamoylamino)pyridin-2-yl]methyl]benzamide FC=1C(=C(C(=O)N)C=C(C1F)CC1=NC(=CC=C1)NS(NC)(=O)=O)NC1=C(C=C(C=C1)I)F